2-(3,5-difluoroanilino)-N-[(1R)-(2,2-dimethylcyclobutyl)]-5-methyl-thiazole-4-carboxamide FC=1C=C(NC=2SC(=C(N2)C(=O)N[C@H]2C(CC2)(C)C)C)C=C(C1)F